BrC=1C=C(C=C(C1O)Br)C(=O)C1=CN(C2=CN=CC=C21)C (3,5-dibromo-4-hydroxyphenyl)(1-methyl-1H-pyrrolo[2,3-c]pyridin-3-yl)methanone